N-(2-fluorobenzyl)-2-[(3R)-3-methyl-[1,4'-bipiperidine]-1'-yl]-1,3-thiazole-5-carboxamide FC1=C(CNC(=O)C2=CN=C(S2)N2CCC(CC2)N2C[C@@H](CCC2)C)C=CC=C1